C1(=CC=C(C=C1)N(C1=CC=C(C=C1)C1=CC(=CC=C1)C1=CC=C(C=C1)N(C1=CC=CC=C1)C1=CC=CC2=CC=CC=C12)C1=CC=CC=C1)C1=CC=CC=C1 4-{(biphenyl-4-yl)-phenylamino}-4''-{(naphthalene-1-yl)-phenylamino}-1,1':3',1''-terphenyl